FC1(CCN(CC1)C1=C(C=C(C=N1)C1=NSC(=N1)C(=O)O)F)F 3-[6-(4,4-difluoropiperidin-1-yl)-5-fluoropyridin-3-yl]-1,2,4-thiadiazole-5-carboxylic acid